FC(C(C(F)(F)F)(O)C1=CC=C(C=C1)C1=C(C=C(C=C1)CN1[C@H](CN(CC1)CC1=CC=NC=C1)CC(=O)O)C)(F)F (S)-2-(1-((4'-(1,1,1,3,3,3-hexafluoro-2-hydroxypropan-2-yl)-2-methyl-[1,1'-biphenyl]-4-yl)methyl)-4-(pyridin-4-ylmethyl)piperazin-2-yl)acetic acid